(4Z)-2-[[(1R,2R)-2-Methoxycyclopentyl]amino]-4-(quinoxalin-6-ylmethylene)-1H-imidazol-5-one CO[C@H]1[C@@H](CCC1)NC=1NC(/C(/N1)=C/C=1C=C2N=CC=NC2=CC1)=O